(S)-3-((5-(3-(tert-butoxy)-2-((1,3-dioxoisoindolin-2-yl)oxy)-3-oxopropoxy)-2H-indazol-2-yl)methyl)-3-hydroxyazetidine-1-carboxylic acid tert-butyl ester C(C)(C)(C)OC(=O)N1CC(C1)(O)CN1N=C2C=CC(=CC2=C1)OC[C@@H](C(=O)OC(C)(C)C)ON1C(C2=CC=CC=C2C1=O)=O